ClC1=C(C(=CC=C1)Cl)C=1C2=CC=C(N2)C(=C2C=CC(C(=C3C=CC(=C(C=4C=CC1N4)C4=C(C=CC=C4Cl)Cl)N3)C3=C(C=CC=C3Cl)Cl)=N2)C2=C(C=CC=C2Cl)Cl 5,10,15,20-tetrakis-(2,6-dichlorophenyl)-porphyrin